N-(5-(2-(2-azabicyclo[2.2.1]heptan-2-yl)acetamido)-2-methylpyridin-3-yl)-6-(1-cyclopropyl-1H-pyrazol-4-yl)pyrazolo[1,5-a]pyrazine-3-carboxamide C12N(CC(CC1)C2)CC(=O)NC=2C=C(C(=NC2)C)NC(=O)C=2C=NN1C2C=NC(=C1)C=1C=NN(C1)C1CC1